thiobis-[2-tert-butyl-5-methyl-4,1-phenylene] bis[3-(dodecylthio)propionate] C(CCCCCCCCCCC)SCCC(=O)OC1=C(C=C(C(=C1)C)SC1=CC(=C(C=C1C)OC(CCSCCCCCCCCCCCC)=O)C(C)(C)C)C(C)(C)C